[2-[6-[[5-(5-fluoropyrimidin-4-yl)thiazol-2-yl]amino]imidazo[4,5-c]pyridin-1-yl]ethyl]-4-hydroxy-pyrrolidine-2-carboxamide FC=1C(=NC=NC1)C1=CN=C(S1)NC1=CC2=C(C=N1)N=CN2CCN2C(CC(C2)O)C(=O)N